FC1(CN(CCC1)C1CCC(CC1)C=1C=C2C(=C(NC2=CC1)C=1C=C(C=2N(C1)N=CN2)OC)C(C)C)F 6-(5-(4-(3,3-Difluoropiperidin-1-yl)cyclohexyl)-3-isopropyl-1H-indol-2-yl)-8-methoxy-[1,2,4]triazolo[1,5-a]pyridin